N-(1-((2S,4S)-4-hydroxypyrrolidin-2-yl)ethyl)-4-(7H-pyrrolo[2,3-d]pyrimidin-4-yl)-3,4-dihydro-2H-1,4-thiazine-6-carboxamide hydrochloride Cl.O[C@H]1C[C@H](NC1)C(C)NC(=O)C1=CN(CCS1)C=1C2=C(N=CN1)NC=C2